Heptadecan-5-aminium CCCCC(CCCCCCCCCCCC)[NH3+]